(2R,6R)-4-((R)-1-(3-fluoro-4-methylpyridin-2-yl)-3-methoxypropyl)-1-isobutyryl-N-(4-(6-methoxy-5-methylpyridin-2-yl)benzyl)-6-methylpiperazine-2-carboxamide FC=1C(=NC=CC1C)[C@@H](CCOC)N1C[C@@H](N([C@@H](C1)C)C(C(C)C)=O)C(=O)NCC1=CC=C(C=C1)C1=NC(=C(C=C1)C)OC